4-thiophenol sodium [Na].S1C=CC(=C1)O